C1=CC(=C(C=C1/C(=C/2\\C=CC(=O)C(=C2)C(=O)O)/C3=CC(=C(C=C3)[O-])C(=O)[O-])C(=O)O)[O-].[NH4+].[NH4+].[NH4+] The molecule is an ammonium salt that is the ammonium salt of 3,3'-[(3-carboxy-4-oxocyclohexa-2,5-dien-1-ylidene)methylene]bis(6-hydroxybenzoic acid). A dye commonly used to detect the presence of the aluminium ion in an aqueous solution. It has a role as a fluorochrome, a histological dye and an insulin-like growth factor receptor 1 antagonist. It contains an aurintricarboxylate.